FC(C=1C=C2N(C(N1)=O)CC=N2)(F)F 7-(trifluoromethyl)imidazo[1,2-c]Pyrimidin-5-one